4-((3-(trifluoromethyl)phenyl)amino)cyclobut-3-ene-1,2-dione FC(C=1C=C(C=CC1)NC1=CC(C1=O)=O)(F)F